2-acetyl-hydroxydecanoic acid C(C)(=O)C(C(=O)O)(CCCCCCCC)O